2-ethoxyquinoline-1(2H)-carboxylic acid ethyl ester C(C)OC(=O)N1C(C=CC2=CC=CC=C12)OCC